CC=1SC=C(C1O)C 2,4-dimethylthiophen-3-ol